COC=1C2=C(N=CN1)N(C(C=C2)=O)CC2=CC=C(C=C2)OC 4-methoxy-8-(4-methoxybenzyl)pyrido[2,3-d]pyrimidin-7(8H)-one